O=C1CCN(CC1)CC1=CC=C(C=C1)C1=C2C(=NC=C1)NC=C2 4-(4-((4-oxopiperidin-1-yl)methyl)phenyl)-1H-pyrrolo[2,3-b]pyridin